4-hydroxy-N1-(naphthalen-1-Yl)pyrrolidine-1,2-dicarboxamide OC1CC(N(C1)C(=O)NC1=CC=CC2=CC=CC=C12)C(=O)N